ClC1=C(C=C(C=C1)N1C(=CC=2C1=NC=CC2)C(=O)NC2CCC2)F 1-(4-Chloro-3-fluorophenyl)-N-cyclobutyl-1H-pyrrolo[2,3-b]pyridine-2-carboxamide